C(C)OC(=O)C1=CC=CC=CN1 Azepine-7-carboxylic acid ethyl ester